C(CC)(=O)OC=1C(=NC=CC1OC)C(N[C@H](C(=O)N[C@H](C(C1=CC(=CC(=C1)Cl)Cl)C1=CC(=CC(=C1)Cl)Cl)C)C)=O 2-(((S)-1-(((S)-1,1-bis(3,5-dichlorophenyl)propan-2-yl)amino)-1-oxopropan-2-yl)carbamoyl)-4-methoxypyridin-3-yl propionate